Cl.N1=C(C=CC=C1)N pyridinamine hydrochloride